[4-(difluoromethyl)phenyl]-2-(1-methyl-1H-pyrazol-4-yl)-3-oxo-2,3-dihydropyridazin-4-carboxylic acid FC(C1=CC=C(C=C1)C1=C(C(N(N=C1)C=1C=NN(C1)C)=O)C(=O)O)F